((5-(3-bromo-2-methylphenyl)-1,3,4-oxadiazol-2-yl)methyl)pyrrolidin-3-ol BrC=1C(=C(C=CC1)C1=NN=C(O1)CN1CC(CC1)O)C